O1C=CC=2C(=NC=CC21)C2=C(C=C(C(=O)OC)C=C2)O methyl 4-(furo[3,2-c]pyridin-4-yl)-3-hydroxybenzoate